4,6-diacetoxy-2,3-dimethylbenzoic acid C(C)(=O)OC1=C(C(=C(C(=O)O)C(=C1)OC(C)=O)C)C